C(C)(=O)O[C@@H]1[C@H](O[C@H]([C@@H]1O)N1C(NC(C=C1)=O)=O)CO (2R,3S,4R,5R)-5-(2,4-dioxo-3,4-dihydropyrimidin-1(2H)-yl)-4-hydroxy-2-(hydroxymethyl)tetrahydrofuran-3-yl acetate